N[C@H]1[C@@H]2N(C[C@H]1CC2)C2(NC1=C(N2C)C(=CC(=C1)C=O)OC)C=1N(C2=C(C=CC=C2C1)Cl)CC1CC1 2-((1R,4R,7R)-7-amino-2-azabicyclo[2.2.1]heptan-2-yl)(2-(7-chloro-1-(cyclopropylmethyl)-1H-indol-2-yl)-7-methoxy-1-methyl-1H-benzo[d]imidazol-5-yl)methanone